OC(CC1=NNC(N1)=O)CNC1=CC(=CC=C1)OC 3-[2-hydroxy-3-(3-methoxyphenylamino)propyl]-1H-1,2,4-triazol-5(4H)-one